5-benzylidene-2,2-dimethyl-cyclopentanone benzyl-(2R,3R)-3-hydroxy-2-(3-methoxy-2-methyl-phenyl)pyrrolidine-1-carboxylate C(C1=CC=CC=C1)OC(=O)N1[C@@H]([C@@H](CC1)O)C1=C(C(=CC=C1)OC)C.C(C1=CC=CC=C1)=C1CCC(C1=O)(C)C